6-(Piperidin-4-yloxy)-1H-isochromen-1-one N1CCC(CC1)OC=1C=C2C=COC(C2=CC1)=O